CC1(CCN(CC1)C(=O)OC(C)(C)C)NC1=CC(N(C=C1C(N[C@H](C)C1=C(C(=CC=C1)C(F)(F)F)C)=O)C1CCOCC1)=O tert-butyl (R)-4-methyl-4-((5-((1-(2-methyl-3-(trifluoromethyl)phenyl)ethyl)carbamoyl)-2-oxo-1-(tetrahydro-2H-pyran-4-yl)-1,2-dihydropyridin-4-yl)amino)piperidine-1-carboxylate